Rac-(3S)-1-[3-[6-[3-hydroxy-3-(trifluoromethyl)pyrrolidin-1-yl]-3-pyridinyl]azetidine-1-carbonyl]pyrrolidine-3-carboxamide OC1(CN(CC1)C1=CC=C(C=N1)C1CN(C1)C(=O)N1C[C@H](CC1)C(=O)N)C(F)(F)F |r|